(S)-N-(5-(2-amino-[1,2,4]triazolo[1,5-a]pyridin-6-yl)-2-methoxyphenyl)-3-phenylisoxazolidine-2-carboxamide NC1=NN2C(C=CC(=C2)C=2C=CC(=C(C2)NC(=O)N2OCC[C@H]2C2=CC=CC=C2)OC)=N1